FC=1C=C(C=C(C1)F)C=1C=NC2=CC=C(C=C2C1N1CCC(CC1)N)C1=C(C(=CC=C1)F)C=NOC 1-[3-(3,5-Difluorophenyl)-6-{3-fluoro-2-[(methoxyimino)methyl]phenyl}chinolin-4-yl]piperidin-4-amin